((2S,4S)-4-(8-chloro-4-(3-(dimethylamino)azetidin-1-yl)-7-(2,3-dimethylphenyl)-6-fluoro-1H-imidazo[4,5-c]quinolin-1-yl)-1-((E)-4-fluorobut-2-enoyl)piperidin-2-yl)acetonitrile ClC1=CC=2C3=C(C(=NC2C(=C1C1=C(C(=CC=C1)C)C)F)N1CC(C1)N(C)C)N=CN3[C@@H]3C[C@H](N(CC3)C(\C=C\CF)=O)CC#N